COC=1C=2N(C=C(C1)OC)N=C(C2)C(C)=O 1-[4,6-dimethoxypyrazolo[1,5-a]pyridin-2-yl]ethan-1-one